N1C(=CC=2C1=NC=CC2)CCO Pyrrolo[2,3-b]Pyridine-2-ethanol